2-(3-(2-(((R)-((R)-7-fluoro-1,2,3,4-tetrahydropyrido[2,3-b]pyrazin-3-yl)(phenyl)methyl)amino)ethyl)-4-methylphenyl)acetic acid FC1=CC2=C(N[C@H](CN2)[C@@H](C2=CC=CC=C2)NCCC=2C=C(C=CC2C)CC(=O)O)N=C1